CC1=NC(=CC(=C1)C=1NC2=CC(=CC=C2C1C)C=1C=CC(=NC1)N1CCN(CC1)CCO)C 2-(4-(5-(2-(2,6-dimethylpyridin-4-yl)-3-methyl-1H-indol-6-yl)pyridin-2-yl)piperazin-1-yl)ethan-1-ol